(3S,4R)-3-fluoro-1-(4-((5-isopropyl-8-((2R,3S)-2-methyl-3-(methylsulfonyl)azetidin-1-yl)isoquinolin-3-yl)Amino)pyrimidin-2-yl)-3-methylpiperidin-4-ol F[C@]1(CN(CC[C@H]1O)C1=NC=CC(=N1)NC=1N=CC2=C(C=CC(=C2C1)C(C)C)N1[C@@H]([C@H](C1)S(=O)(=O)C)C)C